3-[6-(3,4-difluorophenoxy)pyrimidin-4-yl]-1-ethyl-1-[(2R)-3,3,3-trifluoro-2-hydroxy-propyl]urea FC=1C=C(OC2=CC(=NC=N2)NC(N(C[C@H](C(F)(F)F)O)CC)=O)C=CC1F